FC(C1=NOC2=C1C=C(C=C2)[C@@H]2[C@@H](C2)C=2C=1N(N=C(C2)C=2C(NC(NC2)=O)=O)C=CN1)(F)F 5-(8-((1R,2S)-2-(3-(trifluoromethyl)benzo[d]isoxazol-5-yl)cyclopropyl)imidazo[1,2-b]pyridazin-6-yl)pyrimidine-2,4(1H,3H)-dione